N1C=CC2=CC(=CC=C12)C1=CN=C2N1N=C(C=C2)NCCCO 3-[[3-(1H-indol-5-yl)imidazo[1,2-b]pyridazin-6-yl]amino]propan-1-ol